C(#C)C=1C=NC(=NC1)N1CC2(CN(C2)C(=O)OC(C)(C)C)C1 Tert-butyl 6-(5-ethynylpyrimidin-2-yl)-2,6-diazaspiro[3.3]heptane-2-carboxylate